FC=1C(=C(C=2C3=C(C(NC2C1)(C)C)N=CO3)C)C3=C1C=NN(C1=CC(=C3)F)S(=O)(=O)C 7-fluoro-8-(6-fluoro-1-methylsulfonylindazol-4-yl)-4,4,9-trimethyl-5H-[1,3]oxazolo[4,5-c]quinoline